2'-Deoxyguanosine 5'-Triphosphate P(O)(=O)(OP(=O)(O)OP(=O)(O)O)OC[C@@H]1[C@H](C[C@@H](O1)N1C=NC=2C(=O)NC(N)=NC12)O